C[Si](CCOCN1C=CC=2C1=NC=C(C2)N2C(NC=1C2=NC=CC1)=O)(C)C 3-(1-((2-(trimethylsilyl)ethoxy)methyl)-1H-pyrrolo[2,3-b]pyridin-5-yl)-1H-imidazo[4,5-b]pyridin-2(3H)-one